(R)-5-(4-cyclobutyl-2-methylpiperazin-1-yl)-2-(4-isopropyl-5-(8-methoxy-[1,2,4]triazolo[1,5-a]pyridin-6-yl)-1H-pyrazol-3-yl)thiazole C1(CCC1)N1C[C@H](N(CC1)C1=CN=C(S1)C1=NNC(=C1C(C)C)C=1C=C(C=2N(C1)N=CN2)OC)C